3-[2-(4,5,6,7-tetrahydro-1-benzothien-2-yl)-1,2,3,4-tetrahydroisoquinolin-5-yl]-3-(1,4-dimethylbenzotriazol-5-yl)propionic acid ethyl ester C(C)OC(CC(C1=C(C2=C(N(N=N2)C)C=C1)C)C1=C2CCN(CC2=CC=C1)C=1SC2=C(C1)CCCC2)=O